C(C)(=O)C1=C(SC2=C1C=NC=C2C2=CC(=CC(=C2)Cl)Cl)C(=O)O 3-acetyl-7-(3,5-dichlorophenyl)thieno[3,2-c]pyridine-2-carboxylic acid